Cl.COC=1N=C2C(=CC=NC2=CC1OC)OC1=C(C=C(C=C1)NC(=O)C1=CN(C(=C(C1=O)C1=C(C=C(C=C1)F)C)C)C(C)C)F N-[4-[(6,7-Dimethoxy-1,5-naphthyridin-4-yl)oxy]-3-fluorophenyl]-5-(4-fluoro-2-methylphenyl)-6-methyl-4-oxo-1-propan-2-ylpyridine-3-carboxamide hydrochloride